4-(2-methyl-3-oxo-3,4-dihydro-2H-benzo[b][1,4]thiazine-6-carboxamido)phenyl sulfurofluoridate S(OC1=CC=C(C=C1)NC(=O)C1=CC2=C(SC(C(N2)=O)C)C=C1)(=O)(=O)F